[N+](=O)([O-])C1=CC2=C(OCCN2C(C(=O)O)C2=CC=CC=C2)C=C1 (6-nitro-2,3-dihydro-4H-benzo[b][1,4]oxazin-4-yl)-2-phenylacetic acid